C(C)(=O)N1CCN(CC1)CCN1C(=NC2=C3CC[C@@H](N(C3=CC=C21)C(=O)OC)C)CC2=CC=CC=C2 methyl (S)-3-(2-(4-acetylpiperazin-1-yl)ethyl)-2-benzyl-7-methyl-3,7,8,9-tetrahydro-6H-imidazo[4,5-f]quinoline-6-carboxylate